4-(aminomethyl)-2,3-dimethyl-N-(4-(4-(trifluoromethyl)piperidin-1-yl)phenyl)aniline NCC1=C(C(=C(NC2=CC=C(C=C2)N2CCC(CC2)C(F)(F)F)C=C1)C)C